C[Si](C#CC)(C)C 1-(trimethylsilyl)-1-propyne